3-(difluoromethyl)-4-nitro-pyrazol-1-ylpiperidine FC(C1=NN(C=C1[N+](=O)[O-])N1CCCCC1)F